2-[4-(1-isobutyl-4-pyridin-4-yl-1H-pyrazol-3-yl)-phenoxymethyl]-quinoline C(C(C)C)N1N=C(C(=C1)C1=CC=NC=C1)C1=CC=C(OCC2=NC3=CC=CC=C3C=C2)C=C1